BrC=1C=C(C=C(C1)C)C(C)(CC)O 2-(3-bromo-5-methylphenyl)butan-2-ol